C1(CC1)CNC1=NC=2N(C(C(=NC2C=N1)C1=CC2=CN(N=C2C=C1)C)=O)C1=CC=C(C=C1)OC(F)F 2-((Cyclopropylmethyl)amino)-8-(4-(difluoromethoxy)phenyl)-6-(2-methyl-2H-indazol-5-yl)Pteridin-7(8H)-one